4-[5-(2-aminoethyl)pyrimidin-2-yl]-3-(2-methyl-6-morpholin-4-ylpyridin-4-carbonyl)benzonitrile NCCC=1C=NC(=NC1)C1=C(C=C(C#N)C=C1)C(=O)C1=CC(=NC(=C1)N1CCOCC1)C